COC1=CC(=NC(=C1)C(F)(F)F)CN [4-methoxy-6-(trifluoromethyl)-2-pyridyl]methanamine